N-(4-((R)-3-ethyl-2,6-dioxopiperidin-3-yl)phenyl)acetamide hydrochloride Cl.C(C)[C@]1(C(NC(CC1)=O)=O)C1=CC=C(C=C1)NC(C)=O